1,2-bis(1-adamantyl)phosphino-xylene C12(CC3CC(CC(C1)C3)C2)PC2(C(C=CC=C2)(C)PC23CC1CC(CC(C2)C1)C3)C